NCC=1N=C2N(C=C(C=C2N2C(N(C(C2)=O)CC(=O)OCC)=O)C2CC2)C1 ethyl 2-(3-(2-(aminomethyl)-6-cyclopropylimidazo[1,2-a]pyridin-8-yl)-2,5-dioxoimidazolidin-1-yl)acetate